tert-butyl (2S,4S)-2-[2-(2-hydroxyethoxy)-4-(methoxycarbonyl) phenyl]-4-(prop-2-yn-1-yloxy)piperidine-1-carboxylate OCCOC1=C(C=CC(=C1)C(=O)OC)[C@H]1N(CC[C@@H](C1)OCC#C)C(=O)OC(C)(C)C